N-((2R,3S)-1-(1-(4-fluorophenyl)-1H-indazol-5-yl)-2-phenylpyrrolidin-3-yl)cyclopropanecarboxamide FC1=CC=C(C=C1)N1N=CC2=CC(=CC=C12)N1[C@@H]([C@H](CC1)NC(=O)C1CC1)C1=CC=CC=C1